7-(4-methoxyphenylethynyl)coumarin COC1=CC=C(C=C1)C#CC1=CC=C2C=CC(OC2=C1)=O